Zinc bis(stearate) C(CCCCCCCCCCCCCCCCC)(=O)[O-].C(CCCCCCCCCCCCCCCCC)(=O)[O-].[Zn+2]